C(C=C)OC(=O)N(C[C@H](CNC(=O)OCC=C)O)CC1(CN(C1)C(=O)OC(C)(C)C)O |r| tert-butyl 3-[[allyloxycarbonyl-[rac-(2S)-3-(allyloxycarbonylamino)-2-hydroxy-propyl]amino]methyl]-3-hydroxy-azetidine-1-carboxylate